C(#N)/N=C(\NCCCCC1CCN(CC1)C(=O)C=1C=C(C(=O)OCC2=CC=CC=C2)C=CC1)/NC=1C=NC=CC1 Benzyl (E)-3-(4-(4-(2-cyano-3-(pyridin-3-yl)guanidino)butyl)piperidine-1-carbonyl)benzoate